lithium calcium [Ca].[Li]